FC(C1=CC=CC(=N1)C1=NN=C(O1)O)(F)F 5-[6-(trifluoromethyl)-2-pyridyl]-1,3,4-oxadiazol-2-ol